tert-butyl ((6-((3'-(5-formylpicolinamido)-2,2'-dimethyl-[1,1'-biphenyl]-3-yl)carbamoyl)-pyridin-3-yl)methyl)(2-hydroxyethyl)carbamate C(=O)C=1C=CC(=NC1)C(=O)NC=1C(=C(C=CC1)C1=C(C(=CC=C1)NC(=O)C1=CC=C(C=N1)CN(C(OC(C)(C)C)=O)CCO)C)C